C(C1=CC=CC=C1)OC=1C2=C(N=C(N1)OC[C@]13CCCN3C[C@@H](C1)F)SC1=C2C=CN=C1C=1C(=C(C=C2C=NNC12)C)C(F)(F)F 4-(benzyloxy)-2-(((2R,7aS)-2-fluorotetrahydro-1H-pyrrolizin-7a(5H)-yl)methoxy)-8-(5-methyl-6-(trifluoromethyl)-1H-indazol-7-yl)pyrido[4',3':4,5]thieno[2,3-d]pyrimidine